(3-{[(tertbutyldimethylsilyl)oxy]methyl}pyridin-2-yl)methanamine C(C)(C)(C)[Si](OCC=1C(=NC=CC1)CN)(C)C